ClC1=C(C(=CC=C1Cl)OC)C1CC(N(CC1)C(=O)OC(C)(C)C)CC(=O)OC tert-butyl 4-(2,3-dichloro-6-methoxyphenyl)-2-(2-methoxy-2-oxoethyl)piperidine-1-carboxylate